Cl.C1(CC1)CNC=1N=CC2=C(N1)N(C=C2C2=CC=C(C=C2)CN2CCNCC2)[C@@H]2CC[C@H](CC2)O trans-4-[2-[(cyclopropylmethyl)amino]-5-[4-[(piperazin-1-yl)methyl]phenyl]-7H-pyrrolo[2,3-d]pyrimidin-7-yl]cyclohexan-1-ol hydrochloride